CN(C)CCC1(CN(C1)C(=O)C=1C(=CC2=C(N(N=N2)C)C1)NC1=C(C=C(C=C1)I)F)O 3-[(1S)-(dimethylamino)ethyl]-1-({5-[(2-fluoro-4-iodophenyl)amino]-1-methyl-1H-1,2,3-benzotriazol-6-yl}carbonyl)azetidin-3-ol